6-(4,4-difluoro-3-methylpiperidin-1-yl)-2-methyl-3-(trifluoromethyl)pyridine FC1(C(CN(CC1)C1=CC=C(C(=N1)C)C(F)(F)F)C)F